Ethyl 4-[(2-methyl-2,4-dihydrochromeno[3,4-c]pyrazol-6-yl)amino]-2-(pyridine-2-ylamino)pyrimidine-5-carboxylate CN1N=C2C(=C1)C=1C=CC=C(C1OC2)NC2=NC(=NC=C2C(=O)OCC)NC2=NC=CC=C2